8-chloro-1-(2,6-dichlorophenyl)-5-hydroxy-2-(hydroxymethyl)-1,6-naphthyridin-4(1H)-one ClC=1C=NC(=C2C(C=C(N(C12)C1=C(C=CC=C1Cl)Cl)CO)=O)O